[Pd](Cl)Cl.C1(=CC=CC=C1)P(C1=CC=CC=C1)C1=CC=CC=C1.C1(=CC=CC=C1)P(C1=CC=CC=C1)C1=CC=CC=C1 Bistriphenylphosphine palladium (II) chloride